tert-butyl 8-(cyano (phenyl) methyl)-3,8-diazabicyclo[3.2.1]octane-3-carboxylate C(#N)C(N1C2CN(CC1CC2)C(=O)OC(C)(C)C)C2=CC=CC=C2